BrC=1C(=C(C=CC1)C=1OC2=C(N1)C=C(C(=C2)OC)C=O)C 2-(3-bromo-2-methylphenyl)-6-methoxybenzo[d]oxazole-5-carbaldehyde